3-hydroxy-4-(4-methylphenyl)-5-oxopyrazoline OC=1NNC(C1C1=CC=C(C=C1)C)=O